C[C@@H]1[C@H](C[C@H]([C@H](O1)OP(=O)([O-])OP(=O)([O-])OC[C@@H]2[C@H]([C@H]([C@@H](O2)N3C=CC(=NC3=O)N)O)O)O)O The molecule is a CDP-3,6-dideoxy-D-glucose(2-) in which the anomeric centre of the pyranose fragment has alpha-configuration. It is a conjugate base of a CDP-3,6-dideoxy-alpha-D-glucose.